Cl.CC(CC)N butan-2-amine hydrochloride